C(C)(=O)OC1CCN(CC1)C1=C(C(N(C2=CC=CC=C12)C)=O)C#N [1-(3-cyano-1-methyl-2-oxo-1,2-dihydroquinolin-4-yl) piperidin-4-yl] acetate